ClC1=CC=C2C(=N1)C(=C(N2CC)C=2C(=NC=CC2)C(C)OC)CC(CO)(C)C 3-(5-chloro-1-ethyl-2-(2-(1-methoxyethyl)pyridin-3-yl)-1H-pyrrolo[3,2-b]pyridin-3-yl)-2,2-dimethylpropan-1-ol